methyl (R)-2-((1-(3,6-dimethyl-2-(1-methylcyclobutyl)-4-oxo-3,4-dihydroquinazolin-8-yl)ethyl)amino)benzoate CN1C(=NC2=C(C=C(C=C2C1=O)C)[C@@H](C)NC1=C(C(=O)OC)C=CC=C1)C1(CCC1)C